COC=1C(=C2C=CNC2=C(C1)C)CN1C(CN2CC[C@@H]2C1)C1=CC=C(C(=O)O)C=C1 4-((6R)-4-((5-methoxy-7-methyl-1H-indol-4-yl)methyl)-1,4-diazabicyclo[4.2.0]octan-3-yl)benzoic acid